C([O-])([O-])=O.[Na+].[Na+] sodium carbonat